N-[3-[1-[(3,3-difluorocyclobutyl)methyl]pyrazol-4-yl]-6-[2-methyl-3-(2-trimethylsilylethoxymethyl)benzimidazol-5-yl]oxy-quinoxalin-5-yl]-1,1-diphenyl-methanimine FC1(CC(C1)CN1N=CC(=C1)C=1C=NC2=CC=C(C(=C2N1)N=C(C1=CC=CC=C1)C1=CC=CC=C1)OC1=CC2=C(N=C(N2COCC[Si](C)(C)C)C)C=C1)F